6-(4-(difluoromethoxy)phenyl)-N-(3-(1,1-difluoropropyl)phenyl)-3-methylpyrazine FC(OC1=CC=C(C=C1)C1=CN=C(CN1C1=CC(=CC=C1)C(CC)(F)F)C)F